(S)-5-((1-(4-((3-Chloro-4-(trifluoromethoxy)benzyl)amino)butoxy)propan-2-yl)oxy)benzo[c][2,6]naphthyridine-8-carboxylic acid ClC=1C=C(CNCCCCOC[C@H](C)OC2=NC3=C(C4=CN=CC=C24)C=CC(=C3)C(=O)O)C=CC1OC(F)(F)F